C(C)(C)NC(O[C@H]1CO[C@H](C1)C1=CC(=NN1)NC1=CC=CC=2S(CCC21)(=O)=O)=O (3R,5R)-5-(3-((1,1-dioxido-2,3-dihydrobenzo[b]thiophen-4-yl)amino)-1H-pyrazol-5-yl)tetrahydrofuran-3-yl isopropylcarbamate